NC1=NC=NC2=C(C=C(C=C12)C)C=1C(=C(C=CC1C)O)C 3-(4-amino-6-methylquinazolin-8-yl)-2,4-dimethylphenol